FC(C1=C2CC[C@@H](C2=CC=C1)O)(F)F (S)-4-(trifluoromethyl)-2,3-dihydro-1H-inden-1-ol